4-methyl-bicyclo[2.2.2]-oct-2-ene-1-carboxylic acid CC12C=CC(CC1)(CC2)C(=O)O